C=1CC=CC2=C3C=CC=CC3=CC12 2H-fluorene